ethyl 2,6-dimethyl-1-oxo-2,3-dihydro-1H-indene-2-carboxylate CC1(C(C2=CC(=CC=C2C1)C)=O)C(=O)OCC